NC(C(C1=NN=CC2=CC=CC=C12)NC(=O)[C@@H]1[C@H]2C([C@H]2CN1C([C@H](CN(C)CC)NC(C(F)(F)F)=O)=O)(C)C)=O (1R,2S,5S)-N-(2-amino-2-oxo-1-phthalazin-1-yl-ethyl)-3-[(2S)-3-[ethyl(methyl)amino]-2-[(2,2,2-trifluoroacetyl)amino]propanoyl]-6,6-dimethyl-3-azabicyclo[3.1.0]hexane-2-carboxamide